1-(4-(imidazo[2,1-b]thiazol-6-yl)phenyl)ethan-1-one S1C=2N(C=C1)C=C(N2)C2=CC=C(C=C2)C(C)=O